C(=C\CCCCCCCC)/SC=1N=NC=CC1 (E)-3-(Dec-1-en-1-ylthio)pyridazine